C(C)C=1C(=C(C(=CC1OC1=NC(=NC2=CC(=C(C=C12)OC)OC)C)F)C(C(=O)OC(CCC=C)C=1C2C(C(CC1)C2)(C)C)=O)F 1-(6,6-dimethylbicyclo[3.1.1]hept-2-en-2-yl)pent-4-en-1-ol ethyl-(4-((6,7-dimethoxy-2-methylquinazolin-4-yl)oxy)-2,6-difluorophenyl)-2-oxoacetate